NC=1C=C(C(=O)OCCCCCCCCCCCCCCCC)C=C(C1)N hexadecyl 3,5-diamino-benzoate